2-(1-ethylpiperidin-4-yl)-4-methyl-N-(tetra-hydro-2H-pyran-4-yl)-benzo[d]thiazole-6-carboxamide C(C)N1CCC(CC1)C=1SC2=C(N1)C(=CC(=C2)C(=O)NC2CCOCC2)C